C1=CC=NC(=C1)C2=CSN=N2 pyridylthiadiazole